2-(2,6-dioxopiperidin-3-yl)-5-fluoro-6-(5-((4'-fluoro-5,5-dimethyl-3,4,5,6-tetrahydro-[1,1'-biphenyl]-2-yl)methyl)-2,5-diazabicyclo[2.2.2]octan-2-yl)isoindoline-1,3-dione O=C1NC(CCC1N1C(C2=CC(=C(C=C2C1=O)F)N1C2CN(C(C1)CC2)CC2=C(CC(CC2)(C)C)C2=CC=C(C=C2)F)=O)=O